(S)-N-(4-(3-aminopiperidin-1-yl)-5-(1-(piperidin-4-yl)-1H-pyrazol-4-yl)pyridin-2-yl)-2-(2-fluoro-6-methoxyphenyl)pyrimidin-4-amine N[C@@H]1CN(CCC1)C1=CC(=NC=C1C=1C=NN(C1)C1CCNCC1)NC1=NC(=NC=C1)C1=C(C=CC=C1OC)F